CN1N=CC(=C1C1=NC=C(C(=C1)OC1CN(C1)C(=O)N1N=CC[C@H]1C=1C=NC=C(C#N)C1)F)C (S)-5-(1-(3-((2-(1,4-dimethyl-1H-pyrazol-5-yl)-5-fluoropyridin-4-yl)oxy)azetidine-1-carbonyl)-4,5-dihydro-1H-pyrazol-5-yl)nicotinonitrile